Cl.CSC1=CC=C(C=C1)N1CCNCC1 1-(4-(methylthio)phenyl)piperazine hydrochloride